Trans-4-((5-(3-(2,2-difluoroethyl)-2-methyl-3H-imidazo[4,5-b]pyridin-5-yl)pyrrolo[2,1-f][1,2,4]triazin-2-yl)amino)-1-methylcyclohexane-1-ol FC(CN1C(=NC=2C1=NC(=CC2)C=2C=CN1N=C(N=CC12)NC1CCC(CC1)(O)C)C)F